tert-butyl-5-[6-fluoro-3-methyl-5-({4-methyl-6-(methylamino)pyrimidin-2-yl}amino)-2,3-dihydrobenzofuran-7-yl]-2,3,4,7-tetrahydroazepine-1-carboxylate C(C)(C)(C)OC(=O)N1CCCC(=CC1)C1=C(C(=CC=2C(COC21)C)NC2=NC(=CC(=N2)C)NC)F